ClC1=C2C(=C(N=N1)N[C@H]1[C@@H](CCCC1)O)C=NC=C2 |r| rac-(1R,2R)-2-[(1-Chloropyrido[3,4-d]pyridazin-4-yl)amino]cyclohexanol